N-(2-((tert-butyldimethylsilyl)oxy)ethyl)-4-(4-(1,1-difluoroethyl)phenyl)phthalazin-1-amine [Si](C)(C)(C(C)(C)C)OCCNC1=NN=C(C2=CC=CC=C12)C1=CC=C(C=C1)C(C)(F)F